OC[C@H](CN1C2=NC=NC(=C2N=C1)N)OCP(=O)(O)O (S)-9-(3-hydroxy-2-phosphonomethoxypropyl)adenine